C1=CC=CC=2OC3=CC=CC4=C3N(C12)C1=CC=CC=C1C4 9H-quino[3,2,1-kl]phenoxazine